(S)-4-(5-(3-(2-(3-carboxypropanoyl)-6-methoxybenzo[b]thiophen-5-yl)propoxy)-6-methoxythieno[3,2-b]pyridin-2-yl)-2-methyl-4-oxobutanoic acid C(=O)(O)CCC(=O)C1=CC2=C(S1)C=C(C(=C2)CCCOC2=C(C=C1C(=N2)C=C(S1)C(C[C@@H](C(=O)O)C)=O)OC)OC